C1C(CC2=CC=CC=C12)NC1=NC=C(C=N1)C=1C(=NN(C1)CC(=O)OCC)CN1CCN(CC1)CC ethyl 2-(4-{2-[(2,3-dihydro-1H-inden-2-yl)amino]pyrimidin-5-yl}-3-[(4-ethylpiperazin-1-yl) methyl]-1H-pyrazol-1-yl)acetate